methyl (R)-3-hydroxy-9-((2-(methylamino)propyl)amino)thieno[3,2-f]quinoxaline-8-carboxylate OC1=NC=2C=CC3=C(C2N=C1)C(=C(S3)C(=O)OC)NC[C@@H](C)NC